(1R,2S,3R,5R)-3-{4-Amino-5-[1-(benzenesulfonyl)pyrazol-3-yl]-2-chloropyrrolo[2,3-d]pyrimidin-7-yl}-5-[1-(2-phenylethyl)piperidin-4-yl]cyclopentane-1,2-diol NC=1C2=C(N=C(N1)Cl)N(C=C2C2=NN(C=C2)S(=O)(=O)C2=CC=CC=C2)[C@H]2[C@@H]([C@@H]([C@H](C2)C2CCN(CC2)CCC2=CC=CC=C2)O)O